C(C)C1(C(C(OC1C(=O)O)(C(=O)O)CC)(C(=O)O)CC)C(=O)O triethyl-tetrahydrofuran-2,3,4,5-tetracarboxylic acid